FC1=C(C(=CC=2N(C(=NC21)OC2CCC(CC2)CC(=O)OCC)COCC[Si](C)(C)C)F)I ethyl 2-[4-[4,6-difluoro-5-iodo-1-(2-trimethylsilylethoxymethyl)benzimidazol-2-yl]oxycyclohexyl]acetate